5-[4-(Difluoromethyl)-3-{[(1S)-1-(piperidin-4-yl)ethyl]amino}phenyl]-1,3,4-oxadiazol-2(3H)-one FC(C1=C(C=C(C=C1)C1=NNC(O1)=O)N[C@@H](C)C1CCNCC1)F